BrC1=C(C(=CC=C1)C#N)CBr 1-bromo-2-(bromomethyl)-3-cyanobenzene